ClC1=C(C(=O)NC=2C=C3C=C(N(C3=CC2)CCCOC)C(=O)OCC)C=C(C=C1)CNC(C(C)C)=O Ethyl 5-(2-chloro-5-(isobutyrylaminomethyl) benzoylamino)-1-(3-methoxypropyl)-1H-indole-2-carboxylate